8-methoxy-7-methyl-[1,2,4]triazolo[1,5-a]pyridine COC=1C=2N(C=CC1C)N=CN2